CN1C(C(C2=CC=CC=C12)(CC(C1=CC=C(C=C1)C)=O)C)=O 1,3-dimethyl-3-(2-oxo-2-(p-tolyl)ethyl)indolin-2-one